2-(4,5-dimethyl-1,3-oxazol-2-yl)-2-methylpropionaldehyde CC=1N=C(OC1C)C(C=O)(C)C